FC=1C=C2C=CC(=NC2=CC1)[C@@H](C(C)C)N1C[C@@H](N(C[C@H]1C)C=1C=2N=C(N(C2N(C(N1)=O)C)C[C@H]1OCCC1)C)C 6-((2S,5R)-4-((R)-1-(6-fluoroquinolin-2-yl)-2-methylpropyl)-2,5-dimethylpiperazin-1-yl)-3,8-dimethyl-9-(((S)-tetrahydrofuran-2-yl)methyl)-3,9-dihydro-2H-purin-2-one